(R)-3-bromo-N-(4-cyano-3-(trifluoromethyl)-1H-pyrazol-1-yl)-2-hydroxy-2-methylpropanamide BrC[C@](C(=O)NN1N=C(C(=C1)C#N)C(F)(F)F)(C)O